ClC1=C(C=C(C=C1)Cl)NC=1N=NNC1 4-((2,5-dichlorophenyl)amino)-1H-1,2,3-triazole